BrCC1OCCO1 2-(bromomethyl)-1,3-dioxolan